methyl (2S,4R)-4-(2,3-dichloro-6-methoxyphenyl)piperidine-2-carboxylate ClC1=C(C(=CC=C1Cl)OC)[C@H]1C[C@H](NCC1)C(=O)OC